(S)-7-((5-(1,2-dimethyl-1H-imidazol-4-yl)-6-methylpyridin-2-yl)amino)-5-azaspiro[2.4]heptane-5-carboxylic acid tert-butyl ester C(C)(C)(C)OC(=O)N1CC2(CC2)[C@@H](C1)NC1=NC(=C(C=C1)C=1N=C(N(C1)C)C)C